(2-cyclopropyl-6-(5-(((4-isopropylpyrimidin-2-yl) amino) methyl)-1-methyl-1H-1,2,3-triazol-4-yl) pyridin-3-yloxy) cyclohexane-1-carboxylate C1(CCCCC1)C(=O)OOC=1C(=NC(=CC1)C=1N=NN(C1CNC1=NC=CC(=N1)C(C)C)C)C1CC1